ClC=1C(=CC=C2C=CC(=NC12)NC1=C(C=C(C=C1)[C@H](C)NC1=NC=CC=N1)F)C (S)-2-((1-(4-((8-chloro-7-methylquinolin-2-yl)amino)-3-fluorophenyl)ethyl)amino)pyrimidine